NC=1C=2N(C3=C(N1)C=NC(=C3)C(=O)N3[C@@H]1[C@H](CCC3)OC3=C1C=C(C(=C3)C(F)(F)F)F)C=NC2C (4-amino-3-methylimidazo[1,5-a]pyrido[3,4-e]pyrazin-8-yl)((4aS,9bS)-8-fluoro-7-(trifluoromethyl)-3,4,4a,9b-tetrahydrobenzofuro[3,2-b]pyridin-1(2H)-yl)methanone